1-{9-[4-(Trifluoromethyl)phenyl]nonanoyl}azetidin-3-yl dihydrogen phosphate ammonium salt [NH4+].P(=O)(OC1CN(C1)C(CCCCCCCCC1=CC=C(C=C1)C(F)(F)F)=O)(O)O